N1=CN=C(C=C1)N1CC(CCC1)C(=O)N 1-pyrimidin-4-yl-piperidine-3-carboxamide